CN([Si]1(O[Si](O[Si](O[Si](O[Si](O1)(C)C)(C)C)(C)C)(C)C)C)C 2-dimethylamino-2,4,4,6,6,8,8,10,10-nonamethylcyclopentasiloxane